C(C)(C)(C)OC(=O)N1C(CC(C1)=O)C1=CC(=C(C=C1)Br)F 2-(4-bromo-3-fluorophenyl)-4-oxopyrrolidine-1-carboxylic acid tert-butyl ester